[Cu].[Ni].[Fe].[Mn] manganese iron-nickel copper